L-2-cyclohexyl-mandelic acid C1(CCCCC1)C1=C([C@@H](C(=O)O)O)C=CC=C1